C(C)(C)(C)OC(=O)N1C(=C(C2=NC=C(C=C21)C(F)(F)F)Cl)C2=NC1=CC(=CC=C1C=C2S(=O)(=O)CC)Br 1-(tert-butoxycarbonyl)-2-(7-bromo-3-ethylsulfonyl-quinolin-2-yl)-3-chloro-6-trifluoromethyl-1H-pyrrolo[3,2-b]pyridine